C(C(C)(C)C)(=O)[Ag] pivaloyl-silver